gamma-chloropropyl-methyl-dimethoxysilane ClCCC[Si](OC)(OC)C